[Si](C)(C)(C(C)(C)C)OC1CC(NCC1)C(=O)OC methyl 4-[(tert-butyldimethylsilyl)oxy]piperidine-2-carboxylate